(2R,3R,4R,5S)-1-(2-(benzo[d][1,3]dioxol-5-yl)ethyl)-3,4,5-tris(benzyloxy)-2-methylpiperidine O1COC2=C1C=CC(=C2)CCN2[C@@H]([C@H]([C@@H]([C@H](C2)OCC2=CC=CC=C2)OCC2=CC=CC=C2)OCC2=CC=CC=C2)C